O=C1NC(CCC1N1C(N(C2=C1C=CC(=C2)C2CCN(CC2)CC2CCN(CC2)C(=O)OC(C)(C)C)C)=O)=O Tert-butyl 4-[[4-[1-(2,6-dioxo-3-piperidyl)-3-methyl-2-oxo-benzimidazol-5-yl]-1-piperidyl] methyl]piperidine-1-carboxylate